tert-butyl ((3-(2-(4-fluoro-2-methylphenoxy)-4-methyl-5-(trifluoromethyl)nicotinamido)phenyl)(methyl)(oxo)-λ6-sulfaneylidene)carbamate FC1=CC(=C(OC2=C(C(=O)NC=3C=C(C=CC3)S(=O)(C)=NC(OC(C)(C)C)=O)C(=C(C=N2)C(F)(F)F)C)C=C1)C